(R)-3-(3-(3,3-difluorocyclobutyl)phenyl)-1-(4-fluorophenyl)-N-((S)-3-methyl-1,1-dioxidotetrahydrothiophen-3-yl)-4,5,6,7-tetrahydro-1H-indazole-6-carboxamide FC1(CC(C1)C=1C=C(C=CC1)C1=NN(C=2C[C@@H](CCC12)C(=O)N[C@@]1(CS(CC1)(=O)=O)C)C1=CC=C(C=C1)F)F